[C@H]12OC[C@H](N(C1)C=1C=C(C=CC1)C1=C3C(=NC=C1)C=C(O3)C3=CC=C(C=C3)S(=O)(=O)C)C2 7-(3-((1R,4R)-2-oxa-5-azabicyclo[2.2.1]heptan-5-yl)phenyl)-2-(4-(methylsulfonyl)phenyl)furo[3,2-b]pyridine